CN1C(=CC2=C(C=C(C=C12)C)NC1=CC(=C(C=C1)F)Cl)C(=O)O 1,6-dimethyl-4-((3-chloro-4-fluorophenyl)amino)-1H-indole-2-carboxylic acid